Ethanesulfonic acid (2-{[6-fluoro-5-(5-methyl-1H-pyrrolo[2,3-b]pyridin-3-ylmethyl)-pyridin-2-ylamino]-methyl}-phenyl)-amide FC1=C(C=CC(=N1)NCC1=C(C=CC=C1)NS(=O)(=O)CC)CC1=CNC2=NC=C(C=C21)C